N-ethyl-2-((5-(pyridin-2-yl)pyrazin-2-yl)oxy)acetamide C(C)NC(COC1=NC=C(N=C1)C1=NC=CC=C1)=O